((3,5-dimethoxyphenyl)ethynyl)trimethylsilaneid COC=1C=C(C=C(C1)OC)C#CC[Si-](C)C